ClC=1C=CC2=C(C3=C(O2)C=2C=CC=CC2C=C3)C1 8-chloronaphtho[1,2-B][1]benzofuran